2-phenyl-1-(4-(5-(4,4,5,5-tetramethyl-1,3,2-dioxaborolan-2-yl)pyridin-2-yl)piperazin-1-yl)ethan-1-one C1(=CC=CC=C1)CC(=O)N1CCN(CC1)C1=NC=C(C=C1)B1OC(C(O1)(C)C)(C)C